FC=1C(NC(N(C1)[C@@H]1O[C@@H]([C@H](C1)O)COC(C1=CC=CC=C1)(C1=CC=CC=C1)C1=CC=CC=C1)=O)=O 5-fluoro-1-((2R,4S,5R)-4-hydroxy-5-((trityloxy)methyl)tetrahydrofuran-2-yl)pyrimidine-2,4(1H,3H)-dione